2-(4-{[(3r,5r)-5-fluoro-1-methylpiperidin-3-yl]amino}pyrido[3,4-d]pyridazin-1-yl)-5-(trifluoromethyl)phenol F[C@@H]1C[C@H](CN(C1)C)NC=1N=NC(=C2C1C=NC=C2)C2=C(C=C(C=C2)C(F)(F)F)O